C(C)N1C(=CC2=CC(=CC=C12)CNC)C#CC 3-{1-ethyl-5-[(methylamino)methyl]-1H-indol-2-yl}prop-2-yn